O[C@@H](CC\C=C/C=C\C=C/C=CC(=O)O)CCCCCCCC |r| (±)-12-hydroxy-5Z,8Z,10E,14Z-eicosatetraenoic acid